CC(C#N)(C)C=1OC(=NN1)C1=CC2=C(C(CC(C(N2CC2=CC=C(C=C2)C2=NC=C(C=C2)C(F)(F)F)=O)N)(F)F)C=C1F 2-methyl-2-[5-[3-amino-5,5,7-trifluoro-2-oxo-1-[[4-[5-(trifluoromethyl)-2-pyridyl]phenyl]methyl]-3,4-dihydro-1-benzazepin-8-yl]-1,3,4-oxadiazol-2-yl]propanenitrile